N1=CC=CC=C1B1OC(C)(C)C(C)(C)O1 Pyridine-6-yl-boronic acid pinacol ester